1-(4-(2-(Cyclopropylamino)ethyl)benzyl)-3-fluoro-2-(4-fluoro-2-methylphenyl)-1H-indol-5-ol C1(CC1)NCCC1=CC=C(CN2C(=C(C3=CC(=CC=C23)O)F)C2=C(C=C(C=C2)F)C)C=C1